3-[3-(2-trimethylsilylethoxymethyl)imidazo[4,5-c]pyridin-6-yl]aniline C[Si](CCOCN1C=NC2=C1C=NC(=C2)C=2C=C(N)C=CC2)(C)C